C(C)(=O)O[C@@H]1[C@H](O[C@H]([C@@H]([C@H]1OC(C)=O)OC(C)=O)CCC1=C(C=CC(=C1)NC([C@H](CCCNC(=O)N)NC(=O)OC(C)(C)C)=O)CO)C(=O)OC methyl (2S,3S,4R,5S,6S)-3,4,5-triacetoxy-6-[2-[5-[[(2S)-2-(tert-butoxycarbonyl amino)-5-ureido-pentanoyl]amino]-2-(hydroxymethyl)phenyl]ethyl]tetrahydropyran-2-carboxylate